C(OC=1C(=NC=CC1OC)C(N[C@H](C(=O)N[C@H](C(C1=CC(=C(C=C1)OC)OC)C1=CC(=C(C=C1)OC)OC)C)CC(C)C)=O)(OCC(C)C)=O 2-(((S)-1-(((S)-1,1-bis(3,4-dimethoxyphenyl)propan-2-yl)amino)-4-methyl-1-oxopentan-2-yl)carbamoyl)-4-methoxypyridin-3-yl isobutyl carbonate